N1CCC(CCC1)C=1C=CC(=C(C(=O)NC=2C3=C(SC2C(=O)NC2=CC(=C(C=C2)F)C(F)(F)F)C=C(C=C3)C(F)(F)F)C1)OC 3-(5-(azepan-4-yl)-2-methoxybenzamido)-N-(4-fluoro-3-(trifluoromethyl)phenyl)-6-(trifluoromethyl)benzo[b]thiophene-2-carboxamide